(S)-2-((1-(5-(bisphenylmethyl)-1-methyl-1,2,4-triazol-3-yl)ethyl)carbamoyl)-4-methoxypyridin-3-yl acetate C(C)(=O)OC=1C(=NC=CC1OC)C(N[C@@H](C)C1=NN(C(=N1)C(C1=CC=CC=C1)C1=CC=CC=C1)C)=O